FC1OS(OC1F)(=O)=O 4,5-difluoro-2,2-dioxo-1,3,2-dioxathiolane